tert-butyl N-[4-[(4-ethynyl-2-oxo-1-piperidyl)methyl]cyclohexyl]carbamate C(#C)C1CC(N(CC1)CC1CCC(CC1)NC(OC(C)(C)C)=O)=O